(Z)-4-(1,3-dithian-2-yl)phenyl hex-3-enoate C(C\C=C/CC)(=O)OC1=CC=C(C=C1)C1SCCCS1